1-[4-(2,3-dimethylphenyl)piperazin-1-yl]ethanone CC1=C(C=CC=C1C)N1CCN(CC1)C(C)=O